ClC1=C(C(=NC=N1)NC=1C=2C=NN(C2C=CC1C)C1OCCCC1)I N-(6-chloro-5-iodopyrimidin-4-yl)-5-methyl-1-(tetrahydro-2H-pyran-2-yl)-1H-indazole-4-amine